3-(4-fluorophenyl)-5-(piperazin-1-yl)-1,2,4-oxadiazole FC1=CC=C(C=C1)C1=NOC(=N1)N1CCNCC1